6-(4-chlorophenyl)-N-[(2RS)-1-fluoro-3-hydroxypropan-2-yl]-2-(3-fluorophenyl)-3-oxo-2,3-dihydropyridazine-4-carboxamide ClC1=CC=C(C=C1)C=1C=C(C(N(N1)C1=CC(=CC=C1)F)=O)C(=O)N[C@@H](CF)CO |r|